1,1-bis(tetrahydrofuran-2-yl)ethane O1C(CCC1)C(C)C1OCCC1